CCC(CCN1CCN(CC1)C1=CC=C(C=C1)C=1C=C2C(=NC1)C=C(N2C)C2=CC=C(C=C2)S(=O)(=O)C)O methyl-4-(4-(4-(1-methyl-2-(4-(methylsulfonyl)phenyl)-1H-pyrrolo[3,2-b]pyridin-6-yl)phenyl)piperazin-1-yl)butan-2-ol